C1CCC2=C(C=3CCCC3C=C12)NC(=O)N=[S@](=O)(N)C1=CC=2CNCCC2S1 |o1:16| (R) or (S)-N'-((1,2,3,5,6,7-hexahydro-s-indacen-4-yl)carbamoyl)-4,5,6,7-tetrahydrothieno[3,2-c]pyridine-2-sulfonimidamide